ClC1(C(C(=CC(C1)(C)F)C)N)C 3-chloro-5-fluoro-mesityleneamine